BrC=1N=C(OC1)C1=CC=CC=C1 4-bromo-2-phenyl-1,3-oxazole